tri-neopentylmethylammonium fluoride [F-].C(C(C)(C)C)[N+](C)(CC(C)(C)C)CC(C)(C)C